C(C)[C@H]1OC2=C(CN(C1)CC1=CC(=CC=3C=CSC31)C(CC(=O)OCC)C3=C(C1=C(N(N=N1)CC(F)(F)F)C=C3)C)N=C(C=C2)O ethyl 3-(7-{[(2R)-2-ethyl-7-hydroxy-2,3-dihydropyrido[2,3-f][1,4]oxazepin-4(5H)-yl]methyl}-1-benzothiophen-5-yl)-3-[4-methyl-1-(2,2,2-trifluoroethyl)-1H-benzotriazol-5-yl]propanoate